chloro-7-methyl-5-(5-(trifluoromethyl)pyrimidin-2-yl)-7H-pyrrolo[2,3-d]pyrimidine ClC=1N=CC2=C(N1)N(C=C2C2=NC=C(C=N2)C(F)(F)F)C